2-(9-(2-(2,6-dioxopiperidin-3-yl)-1,3-dioxoisoindol-4-yl)-3,9-diazaspiro[5.5]undecan-3-yl)-N-methylacetamide O=C1NC(CCC1N1C(C2=CC=CC(=C2C1=O)N1CCC2(CCN(CC2)CC(=O)NC)CC1)=O)=O